3-chloro-2-(6-cycloheptylhexyl)thiophene ClC1=C(SC=C1)CCCCCCC1CCCCCC1